5-fluoro-N-methyl-6-(trifluoromethyl)nicotinamide FC=1C(=NC=C(C(=O)NC)C1)C(F)(F)F